(1-(2-(1,1-difluoroethyl)-6-ethylpyrimidin-4-yl)-3-(morpholinomethyl)-1H-pyrrolo[3,2-c]pyridin-6-yl)acetamide FC(C)(F)C1=NC(=CC(=N1)N1C=C(C=2C=NC(=CC21)CC(=O)N)CN2CCOCC2)CC